(methylamino)-6-oxopyridin CNC=1NC(C=CC1)=O